vitamin C myristate C(CCCCCCCCCCCCC)(=O)O.OC=1[C@H](OC(C1O)=O)[C@H](CO)O